4-amino-2-(trifluoromethyl)benzoic acid methyl ester COC(C1=C(C=C(C=C1)N)C(F)(F)F)=O